6-[(3S,4S)-3,4-Dihydroxy-1-pyrrolidinyl]-2-[(3R)-3-hydroxy-3-methyl-1-pyrrolidinyl]-4-(trifluoromethyl)-3-pyridinecarbonitrile O[C@H]1CN(C[C@@H]1O)C1=CC(=C(C(=N1)N1C[C@](CC1)(C)O)C#N)C(F)(F)F